((5-Fluoropyridin-2-yl)amino)-4-((7-methoxy-1-(methyl-d3)-1H-pyrazolo[4,3-c]pyridin-6-yl)amino)-N-(methyl-d3)nicotinamide FC=1C=CC(=NC1)NC1=C(C(=O)NC([2H])([2H])[2H])C(=CC=N1)NC1=C(C2=C(C=N1)C=NN2C([2H])([2H])[2H])OC